BrC=1N=CN(C1F)C1CC1 4-bromo-1-cyclopropyl-5-fluoro-1H-imidazole